Neodymium aluminum oxygen [O].[Al].[Nd]